CC=1C(=NC(=NC1)NC1=CC(=CC=C1)C(F)(F)F)NC=1C=CC2=C(NC(O2)=O)C1 5-[5-Methyl-2-(3-trifluoromethyl-phenylamino)-pyrimidin-4-ylamino]-3H-benzooxazol-2-one